nerol (3-methylpyridin-2-yl)carbamate CC=1C(=NC=CC1)NC(=O)OC\C=C(/CCC=C(C)C)\C